(Z)-3-(4-bromoanilino)-2-cyano-prop-2-enoic acid ethyl ester C(C)OC(\C(=C/NC1=CC=C(C=C1)Br)\C#N)=O